4-(2H-naphtho[1,2-d]triazol-2-yl)-2-stilbenesulphonic acid N=1N(N=C2C1C1=CC=CC=C1C=C2)C=2C=C(C(=CC2)C=CC2=CC=CC=C2)S(=O)(=O)O